4-({[4-(1,3-benzoxazol-2-yl)-5-methoxy-1-methyl-6-oxo-1,6-dihydropyrimidin-2-yl](methyl)amino}(phenyl)methyl)benzoic acid O1C(=NC2=C1C=CC=C2)C=2N=C(N(C(C2OC)=O)C)N(C)C(C2=CC=C(C(=O)O)C=C2)C2=CC=CC=C2